ClCCCCOC1=CC=C2C=CC(NC2=C1)=O 7-(4-chloro-butoxy)-1H-quinolin-2-one